COC=1C=C2C(=NC1)C=C(N2C(=O)OC(C)(C)C)B2OC(C(O2)(C)C)(C)C tert-butyl 6-methoxy-2-(4,4,5,5-tetramethyl-1,3,2-dioxaborolan-2-yl)-1H-pyrrolo[3,2-b]pyridine-1-carboxylate